OC=1C=CC(=NC1)N1CCN(CC1)C(CCC1=C(C=CC=C1)OC)=O 1-[4-(5-Hydroxypyridin-2-yl)-piperazin-1-yl]-3-(2-methoxyphenyl)-propan-1-one